C(C1=CC=CC=C1)N1C(C(C(C1=O)(C)C)OC1CCC(CC1)N1C(N(C(C(C1=O)=C(N)N)=O)CCCC)=O)=O ((1s,4s)-4-((1-Benzyl-4,4-dimethyl-2,5-dioxopyrrolidin-3-yl)oxy)cyclohexyl)-3-butyl-5-(diaminomethylene)pyrimidine-2,4,6(1H,3H,5H)-trione